O=C1N2C(=NN1C13CC(C1)(C3)C#N)CC[C@H]2C2=NC=CN=C2 (S)-3-(3-oxo-5-(pyrazin-2-yl)-6,7-dihydro-3H-pyrrolo[2,1-c][1,2,4]triazol-2(5H)-yl)bicyclo[1.1.1]pentane-1-carbonitrile